6-(1,4-dimethyl-1H-1,2,3-triazol-5-yl)-3-methyl-4-(phenyl-(tetrahydro-2H-pyran-4-yl)methyl)-4H-thieno[2',3':4,5]pyrrolo[3,2-b]pyridine CN1N=NC(=C1C=1C=C2C(=NC1)C1=C(N2C(C2CCOCC2)C2=CC=CC=C2)C(=CS1)C)C